C(CCCCCCC)OC1=C(C(=O)NC=2C=C3C(=CNC3=CC2)C=2CCN(CC2)CC(C)(C)C)C=CC=C1 5-(2-octyloxybenzoyl)amino-3-(1-neopentyl-1,2,3,6-tetrahydropyridin-4-yl)-1H-indole